ClC1=CC(=C(C=C1Cl)C(C1CCN(CC1)C(C)=O)N1CCCC1)O 1-[4-[(4,5-dichloro-2-hydroxyphenyl)(pyrrolidin-1-yl)methyl]piperidin-1-yl]ethanone